C=1(C=2N(C=CN1)C=CC2)N2CC(CC2)NC(=O)C=2N=C(OC2)C2=CC=CC=C2 2-phenyl-oxazole-4-carboxylic acid (1-pyrrolo[1,2-a]pyrazin-1-yl-pyrrolidin-3-yl)-amide